2-(3'-tert-Butyl-2'-hydroxy-5'-(2-octyloxy-carbonylethyl)phenyl)-5-chlorobenzotriazol C(C)(C)(C)C=1C(=C(C=C(C1)CCC(=O)OCCCCCCCC)N1N=C2C(=N1)C=CC(=C2)Cl)O